C(C)(=O)N1CC2(CC(C1)C2)C2=NN=C(O2)C=2C(=CC1=C(N(C([C@H](CS1(=O)=O)N)=O)CC1=CC=C(C=C1)Cl)C2)F (3R)-7-[5-(3-acetyl-3-azabicyclo[3.1.1]heptan-1-yl)-1,3,4-oxadiazol-2-yl]-3-amino-5-[(4-chlorophenyl)methyl]-8-fluoro-1,1-dioxo-2,3-dihydro-1lambda6,5-benzothiazepin-4-one